[2-AMINO-5-[1-[(2,4-DIMETHOXYPHENYL)METHYLAMINO]-4-METHYLPHTHALAZIN-6-YL]PHENYL]BORONIC ACID NC1=C(C=C(C=C1)C=1C=C2C(=NN=C(C2=CC1)NCC1=C(C=C(C=C1)OC)OC)C)B(O)O